FC(OC1=CC(=CC=C1)C=C)F 1-(difluoromethoxy)-3-vinyl-benzene